O1C(=NC2=C1C=CC=C2)NC2=NC1=C(N2C)C=CC(=C1)C(=O)NCC(C)O 2-(benzo[d]oxazol-2-ylamino)-N-(2-hydroxypropyl)-1-methyl-1H-benzo[d]imidazole-5-carboxamide